tert-butyl (4S)-4-(4-{2-[(1R)-6-(4-amino-3-methoxybenzenesulfonyl)-6-azaspiro[2.5]octan-1-yl]ethynyl}-1-oxo-3H-isoindol-2-yl)-4-carbamoylbutanoate NC1=C(C=C(C=C1)S(=O)(=O)N1CCC2(C[C@H]2C#CC2=C3CN(C(C3=CC=C2)=O)[C@@H](CCC(=O)OC(C)(C)C)C(N)=O)CC1)OC